N-(5-fluoropyridin-3-yl)ethanesulfonamide FC=1C=C(C=NC1)NS(=O)(=O)CC